6-bromo-4-(2-hydroxyethyl)-3-methylisoindol-1-one BrC1=CC(=C2C(=NC(C2=C1)=O)C)CCO